C(C)C1=C(C(=CC=C1)CC)NC(=O)C1=NN(C2=C1CCC=1C=NC(=NC21)NC2=C(C=C(C=C2)N2CCC(CC2)N(C)C)OC)C N-(2,6-diethyl-phenyl)-8-({4-[4-(dimethylamino)piperidin-1-yl]-2-methoxyphenyl}amino)-1-methyl-4,5-dihydro-1H-pyrazolo[4,3-h]quinazoline-3-carboxamide